N1=CN=C2NC(=CC=C21)C#N imidazo[4,5-b]pyridine-5-carbonitrile